C(CCC)C1=NC2=C(N1)C=C(C=C2)OC\C(\CN)=C\F (E)-2-(((2-butyl-1H-benzo[d]-imidazol-6-yl)-oxy)methyl)-3-fluoroprop-2-en-1-amine